(3S)-3-(4-{2-[2-(2-methoxyethoxy)ethoxy]ethoxy}benzyl)-1,4,7,10-tetraazacyclododecan-2,6-dione COCCOCCOCCOC1=CC=C(C[C@H]2C(NCCNCCNC(CN2)=O)=O)C=C1